OC1=C(C(=CC(=C1)C(F)(F)F)C)C=1C=NC=2C(N1)=NN(C2)C2CCC(CC2)C#N (1R,4R)-4-(6-(2-hydroxy-6-methyl-4-(trifluoromethyl)phenyl)-2H-pyrazolo[3,4-b]pyrazin-2-yl)cyclohexane-1-carbonitrile